C(#N)CC=1C=NC=NC1 5-cyanomethylpyrimidine